C(C)(C)NP(OC1=C(C=C(C=C1[N+](=O)[O-])C)C)(OCC)=S O-(2,4-dimethyl-6-nitrophenyl) O-ethyl isopropylphosphoramidothioate